Sodium (2S,5R)-7-oxo-2-(trichloromethyl)-1,6-diazabicyclo[3.2.1]octan-6-yl sulfate S(=O)(=O)(ON1[C@@H]2CC[C@H](N(C1=O)C2)C(Cl)(Cl)Cl)[O-].[Na+]